2-(2,6-dioxopiperidin-3-yl)-1-oxo-N-((R)-2,2,2-trifluoro-1-(2-(4-methylpiperazin-1-yl)phenyl)ethyl)isoindoline-5-carboxamide O=C1NC(CCC1N1C(C2=CC=C(C=C2C1)C(=O)N[C@@H](C(F)(F)F)C1=C(C=CC=C1)N1CCN(CC1)C)=O)=O